(2R,4S)-rel-2-[4-(2,3-dichloro-6-hydroxyphenyl)piperidin-2-yl]-N-(1-methyl-1H-pyrazol-4-yl)acetamide ClC1=C(C(=CC=C1Cl)O)[C@@H]1C[C@@H](NCC1)CC(=O)NC=1C=NN(C1)C |o1:9,11|